3-[[5-[5-(difluoromethyl)-1,3,4-oxadiazol-2-yl]-2-pyridinyl]methyl]-5-[3-(1,3-dioxolan-2-yl)phenyl]-1,3,4-oxadiazol-2-thione FC(C1=NN=C(O1)C=1C=CC(=NC1)CN1C(OC(=N1)C1=CC(=CC=C1)C1OCCO1)=S)F